NC1CC(C1)NC=1N=CC2=C(N1)C(=NC(=C2)C#N)NCC 2-(((1r,3r)-3-aminocyclobutyl)amino)-8-(ethylamino)pyrido[3,4-d]pyrimidine-6-carbonitrile